3-(5-(6-amino-4-methylpyridin-2-yl)-1-oxoisoindolin-2-yl)piperidine-2,6-dione NC1=CC(=CC(=N1)C=1C=C2CN(C(C2=CC1)=O)C1C(NC(CC1)=O)=O)C